(R)-N-((R)-1-(8-bromo-6-(1,1-difluoroethyl)imidazo[1,2-a]pyridin-2-yl)ethyl)-2-methylpropane-2-sulfinamide BrC=1C=2N(C=C(C1)C(C)(F)F)C=C(N2)[C@@H](C)N[S@](=O)C(C)(C)C